[1,1':3,1''-terphenyl]-2'-amine C1(=CC(=CC=C1)C1=CC=CC=C1)C=1C(=CC=CC1)N